[Cl-].C(CC)[N+](C)(CCCCCCCCCC)CCCCCCCCCC propyldidecylmethyl-ammonium chloride